6-[5-[(1S)-1-[[6-chloro-8-(difluoromethoxy)quinazolin-4-yl]-methyl-amino]ethyl]-1,2,4-triazol-1-yl]pyrimidine-4-carboxamide ClC=1C=C2C(=NC=NC2=C(C1)OC(F)F)N([C@@H](C)C1=NC=NN1C1=CC(=NC=N1)C(=O)N)C